Cyano-ethylmethacrylat C(#N)C(=C(C(=O)[O-])C)CC